C(CCCCCCCCCCC)OC(CCCCCCCN(CCCN(CCCCCCCC(=O)[O-])CCCCCCCC(=O)OCCCCCCCCCCCCCCCCCCCCCC)CCCO)=C=O docosyl 8,8'-((3-((8-(dodecyloxy)-8-carbonyloctyl)(3-hydroxypropyl)amino)propyl)azanediyl)dioctanoate